6-(2-hydroxy-2-methylpropoxy)-4-(6-(3-((6-(trifluoromethyl)pyridin-2-yl)oxy)azetidin-1-yl)pyridin-3-yl)pyrazolo[1,5-a]pyridine-3-carbonitrile OC(COC=1C=C(C=2N(C1)N=CC2C#N)C=2C=NC(=CC2)N2CC(C2)OC2=NC(=CC=C2)C(F)(F)F)(C)C